ClC1=C(C=CC=C1)C=1N=C(SC1)NC(=O)C1=CC=C(C=N1)N1CCC2(CN(C2)C(=O)OCCCC)CC1 butyl 7-(6-((4-(2-chlorophenyl)thiazol-2-yl)carbamoyl)pyridin-3-yl)-2,7-diazaspiro[3.5]nonane-2-carboxylate